O1C(C1)COCC=1OC(=CC1)COCC1OC1 2,5-bis((oxiran-2-ylmethoxy)methyl)furan